BrC1=C(N=CN1)C(=O)NN=CC=1C=COC1C1=CC=C(C=C1)[N+](=O)[O-] 5-bromo-N'-((5-(4-nitrophenyl)furan-4-yl)methylene)-1H-imidazole-4-carbohydrazide